methyl-methylamide C[N-]C